O1C2=C(C=C1)C=C1C(C=CC(C1=C2)=O)=O naphtho[2,3-b]furan-5,8-dione